N-((3R,5S)-1-Cyano-5-methylpyrrolidin-3-yl)-5-(2-cyclopropoxy-5-(trifluoromethyl)phenyl)-1,3,4-oxadiazol-2-carboxamid C(#N)N1C[C@@H](C[C@@H]1C)NC(=O)C=1OC(=NN1)C1=C(C=CC(=C1)C(F)(F)F)OC1CC1